COC=1C=C2C=CC(=CC2=CC1)[C@@H](O)C1=NC=CC=C1 |r| racemic-(6-methoxynaphthalen-2-yl)(pyridin-2-yl)methanol